4-[(3R,5R)-5-[(5-bromo-1-methyl-6-oxo-pyridazin-4-yl)amino]-1-methyl-3-piperidyl]-N-[2-[2-(2,6-dioxo-3-piperidyl)-1,3-dioxo-isoindolin-4-yl]oxyethyl]-N-methyl-benzamide BrC1=C(C=NN(C1=O)C)N[C@@H]1C[C@@H](CN(C1)C)C1=CC=C(C(=O)N(C)CCOC2=C3C(N(C(C3=CC=C2)=O)C2C(NC(CC2)=O)=O)=O)C=C1